4-(3-(4-Chlorophenyl)-5-(quinoxalin-6-yl)-4,5-dihydro-1H-pyrazol-1-yl)-4-oxo-N-tosyl-butyramide ClC1=CC=C(C=C1)C1=NN(C(C1)C=1C=C2N=CC=NC2=CC1)C(CCC(=O)NS(=O)(=O)C1=CC=C(C)C=C1)=O